NCC(OCC)=N ethyl 2-aminoethanimidate